[C@H]12OC[C@H](NC1)[C@H]2OC=2C(=CC(=NC2)C)C2=CC=1N(C=C2)N=C(C1)NC(=O)C1CC1 N-(5-(5-(((1S,4S,7R)-2-oxa-5-azabicyclo[2.2.1]heptan-7-yl)oxy)-2-methylpyridin-4-yl)pyrazolo[1,5-a]pyridin-2-yl)cyclopropanecarboxamide